CC(C)(CCCC(C)(C=C)O)O 6,7-dihydro-7-hydroxylinalool